tert-butyl (R)-4-(4-((4-chloro-5-(trifluoromethyl)pyrimidin-2-yl)amino)-3-cyclopropylphenyl)-2-methylpiperazine-1-carboxylate ClC1=NC(=NC=C1C(F)(F)F)NC1=C(C=C(C=C1)N1C[C@H](N(CC1)C(=O)OC(C)(C)C)C)C1CC1